ClC=1C(=CC2=C(NC(=N2)OC=2C=CC(=C(C(=O)OC)C2)C)C1)C1=CC=C(C=C1)C1=CC=C(C=C1)CN1CC(C1)COCCO methyl 5-((6-chloro-5-(4'-((3-((2-hydroxyethoxy)methyl)azetidin-1-yl)methyl)-[1,1'-biphenyl]-4-yl)-1H-benzo[d]imidazol-2-yl)oxy)-2-methylbenzoate